4-(tert-butyl)cyclohex-1-en-1-yl-pinacol C(C)(C)(C)C1CC=C(CC1)CC(O)(C)C(C)(C)O